3-(trans-4-(2-(4-(6-chloro-4-(4-fluorophenyl)pyridin-2-yl)piperazin-1-yl)ethyl)cyclohexyl)-1,1-dimethylurea ClC1=CC(=CC(=N1)N1CCN(CC1)CC[C@@H]1CC[C@H](CC1)NC(N(C)C)=O)C1=CC=C(C=C1)F